O=C1NC2(CNC2C(=O)N2CC3(C2)CC(C3)C(=O)NC3(CC3)C(F)(F)F)CO1 2-(6-keto-7-oxa-2,5-diazaspiro[3.4]octane-carbonyl)-N-[1-(trifluoromethyl)cyclopropyl]-2-azaspiro[3.3]heptane-6-carboxamide